(1R,6R)-3-methyl-4-oxo-6-(3-((triisopropylsilyl)oxy)prop-1-en-2-yl)cyclohex-2-en-1-yl 2-(diethoxyphosphoryl)acetate C(C)OP(=O)(OCC)CC(=O)O[C@@H]1C=C(C(C[C@@H]1C(=C)CO[Si](C(C)C)(C(C)C)C(C)C)=O)C